FC=1C(=C(OC2=NC=C(C(=C2C=2NC=3C=CN=C(C3C(C2)=O)C(=O)N)C)C(F)(F)F)C=CC1F)C 2-(2-(3,4-difluoro-2-methylphenoxy)-4-methyl-5-(trifluoromethyl)pyridin-3-yl)-4-oxo-1,4-dihydro-1,6-naphthyridine-5-carboxamide